[C@@H]1([C@H](O)[C@@H](O)[C@H](O)[C@H](O1)CO)C1=CC(=C(C=C1)Cl)CC=1SC(=CC1)C1=CC=CC=C1 1-(β-D-glucopyranosyl)-4-chloro-3-(5-phenyl-2-thienyl-methyl)benzene